C(C)C(C(CO)O)CC 3-ethyl-1,2-pentanediol